1-(4-{2-[3-(4-tert-butyl-piperazin-1-yl)-phenyl]-6-fluoro-3-hydroxy-pyridin-4-yl}-2-fluoro-phenyl)-3-methyl-1,3-dihydro-imidazol-2-one C(C)(C)(C)N1CCN(CC1)C=1C=C(C=CC1)C1=NC(=CC(=C1O)C1=CC(=C(C=C1)N1C(N(C=C1)C)=O)F)F